CC=1SC2=C(N1)C=CC(=C2)C=2N=C1N(C(C2)=O)C=C(C=C1)C=1CCNCC1 2-(2-methyl-1,3-benzothiazol-6-yl)-7-(1,2,3,6-tetrahydropyridin-4-yl)-4H-pyrido[1,2-a]pyrimidin-4-one